NC([C@@](CO)(C)NC(=O)C1=C(OC2=C1C=C(C=C2)N2C(CCC2)C2=CC=CC=C2)C)=O N-((S)-1-amino-3-hydroxy-2-methyl-1-oxopropan-2-yl)-2-methyl-5-(2-phenylpyrrolidin-1-yl)benzofuran-3-carboxamide